methyl N-[5-[6-(7-methyl-3,4-dihydro-2H-quinoline-1-carbonyl)imidazo[1,2-a]pyridin-3-yl]-2-pyridyl]carbamate CC1=CC=C2CCCN(C2=C1)C(=O)C=1C=CC=2N(C1)C(=CN2)C=2C=CC(=NC2)NC(OC)=O